CC(C(=O)C1=CC=C(C=C1)SC)(C)N1CCOCC1 2-methyl-[4-(methylthio)phenyl]-2-morpholino-1-propanone